benzo[d][1,6,2]dioxazepine-5(4H)-one O1C2=C(C(NOC1)=O)C=CC=C2